FC(C1=NC(=NO1)C1=CC=C(C=C1)CN1N=C2C=CC=C(C2=C1)C(=O)OC)(F)F methyl 2-[[4-[5-(trifluoromethyl)-1,2,4-oxadiazol-3-yl]phenyl]methyl]-2H-indazole-4-carboxylate